1-pyrrolyl-1,4-disilabutane N1C(=CC=C1)[SiH2]CC[SiH3]